ClC=1C=C(NC2=NC=NC3=CC=C(C=C23)C2CN(CCC2)C(=O)OC(C)(C)C)C=CC1OC(F)F tert-butyl 3-[4-[3-chloro-4-(difluoromethoxy)anilino]quinazolin-6-yl]piperidine-1-carboxylate